BrC/C=C/C(=O)OC methyl 4-bromocrotonate